2-(3-(8-amino-6-(trifluoromethyl)imidazo[1,2-a]pyrazin-3-yl)-4-methylphenyl)-3,3,3-trifluoro-2-hydroxypropyl-amide NC=1C=2N(C=C(N1)C(F)(F)F)C(=CN2)C=2C=C(C=CC2C)C(C[NH-])(C(F)(F)F)O